(6-(1-hydroxyethyl)pyridin-3-yl)carbamic acid OC(C)C1=CC=C(C=N1)NC(O)=O